4-methoxy-2-isopropylaniline COC1=CC(=C(N)C=C1)C(C)C